4-(3,8-Diazabicyclo[3.2.1]octan-3-yl)-2-[[(2S)-pyrrolidin-2-yl]methoxy]spiro[6,8-dihydro-5H-quinazoline-7,1'-indane] C12CN(CC(CC1)N2)C2=NC(=NC=1CC3(CCC4=CC=CC=C34)CCC21)OC[C@H]2NCCC2